racemic-2,3-dibromo-succinic acid BrC(C(=O)O)C(C(=O)O)Br